2-(2H-Benzotriazol-2-yl)-6-nonyl-4-dodecylphenol N=1N(N=C2C1C=CC=C2)C2=C(C(=CC(=C2)CCCCCCCCCCCC)CCCCCCCCC)O